BrC1=C2C3(C(NC2=CC(=C1)C(=O)O)=O)CC(C(C3)O[Si](C)(C)C(C)(C)C)O[Si](C)(C)C(C)(C)C 4'-bromo-3,4-bis((tert-butyldimethylsilyl)oxy)-2'-oxospiro[cyclopentane-1,3'-indoline]-6'-carboxylic acid